[OH-].C(C)[N+]1([C@H](CCC[C@H]1C)C)CC 1,1-diethyl-cis-2,6-dimethylpiperidinium hydroxide